O=C1NC(CCC1N1C(C2=C(C=C(C=C2C1)CN1CCC(CC1)N1CCN(CC1)C1=NC(=C(C(=O)N)C=C1)C1=CC=C(C=C1)OC1=CC=CC=C1)F)=O)=O 6-(4-(1-((2-(2,6-dioxopiperidin-3-yl)-7-fluoro-1-oxoisoindolin-5-yl)methyl)piperidin-4-yl)piperazin-1-yl)-2-(4-phenoxyphenyl)nicotinamide